2-(ethoxydimethylsilyl)ethylene C(C)O[Si](C=C)(C)C